OC=1C=C(C2=CC=CC=C2C1N=NC1=C(C=CC2=CC=CC=C12)O)S(=O)(=O)O.C(C)(C)(C)C1=C(OCC(=O)NC2=CC=C(C=C2)OC)C=CC=C1 2-(2-(tert-butyl)phenoxy)-N-(4-methoxyphenyl)acetamide 3-hydroxy-4-[(2-hydroxynaphthalin-1-yl)diazenyl]naphthalin-1-sulfonat